BrC1=CC(=CS1)CN1CCOCC1 4-((5-bromothiophen-3-yl)methyl)morpholine